C(C)(C)OC=1C=C2C(=NNC2=CC1)C1=NC=CC(=N1)N1C(NC=C1)=O 3-(2-(5-isopropoxy-1H-indazol-3-yl)pyrimidin-4-yl)-2-oxo-2,3-dihydro-1H-imidazole